C(C)(C)(C)OC([C@@H](CC1=CC(=CC=C1)OCC1=CC(=CC=C1)OCC1=C(C=C(C=C1)F)F)[C@@H]1CN(CC1)C(=O)OC(C)(C)C)=O tert-Butyl (3R)-3-[(1S)-2-tert-butoxy-1-[[3-[[3-[(2,4-difluorophenyl)methoxy] phenyl]methoxy]phenyl] methyl]-2-oxo-ethyl]pyrrolidine-1-carboxylate